O=S1(NC=NCC2=C1C=CC=C2)=O 1,1-Dioxo-2,5-dihydrobenzo[f][1,2,4]thidiazepine